CC(C)NC(=O)C=1C=C(C=NC1)C(=O)N 5-N-propan-2-ylpyridine-3,5-dicarboxamide